B(O)(O)O boric acid